N-(6-(4,4-difluoropiperidin-1-yl)pyridazine-4-yl)-4-iodo-2-(6-azaspiro[2.5]octan-6-yl)benzamide FC1(CCN(CC1)C1=CC(=CN=N1)NC(C1=C(C=C(C=C1)I)N1CCC2(CC2)CC1)=O)F